1-[(4-chlorophenyl)methyl]-2-(pyrrolidin-1-ylmethyl)benzimidazole hydrochloride Cl.ClC1=CC=C(C=C1)CN1C(=NC2=C1C=CC=C2)CN2CCCC2